benzyl (1-((5-(trifluoromethyl)pyridin-3-yl)carbamoyl)cyclopropyl)carbamate FC(C=1C=C(C=NC1)NC(=O)C1(CC1)NC(OCC1=CC=CC=C1)=O)(F)F